6-(cyclopropanecarboxamido)-N-(methyl-d3)-4-((5-methyl-2-(methyl-d3)-4,5-dihydro-2H-[1,2,3]triazolo[4,5-c]quinolin-6-yl)amino)nicotinamide C1(CC1)C(=O)NC1=NC=C(C(=O)NC([2H])([2H])[2H])C(=C1)NC1=CC=CC=2C=3C(CN(C12)C)=NN(N3)C([2H])([2H])[2H]